COC=1C=C(C=CC1)C=1SC=C(N1)COCC(CCCCO[Si](C(C)C)(C(C)C)C(C)C)=O 1-{[2-(3-methoxyphenyl)-1,3-thiazol-4-yl]methoxy}-6-[(triisopropylsilyl)oxy]-2-hexanone